8-chloro-N-(4-(chlorodifluoromethoxy)phenyl)-6-cyclopropylquinolin-2-amine ClC=1C=C(C=C2C=CC(=NC12)NC1=CC=C(C=C1)OC(F)(F)Cl)C1CC1